(±)-2-Butanol C[C@H](CC)O |r|